tert-Butyl 4-(methyl(m-tolyl)carbamoyl)tetrahydro-1H-furano[3,4-c]pyrrole-5(3H)-carboxylate CN(C(=O)C1C2C(CN1C(=O)OC(C)(C)C)COC2)C=2C=C(C=CC2)C